N2,N5,N5-tris(3-aminopropyl)-L-ornithine NCCCN[C@@H](CCCN(CCCN)CCCN)C(=O)O